C(CCCCCCCC=CCCCCCCCCCC)O icos-9-en-1-ol